C1=NC=C(C2=CC=CC=C12)N1C(N(CC1C#N)C1=NC=C(C=N1)C(F)(F)F)=O 3-(isoquinolin-4-yl)-2-oxo-1-(5-(trifluoromethyl)pyrimidin-2-yl)imidazolidine-4-carbonitrile